ClC1=CC=2CCN(S(C2C=N1)(=O)=O)[C@@H]([C@H](C)C1=C(C(=CC=C1F)C)C)C1=NNC(O1)=O 5-((1S,2R)-1-(6-chloro-1,1-dioxo-3,4-dihydro-2H-pyrido[4,3-e][1,2]thiazin-2-yl)-2-(6-fluoro-2,3-dimethylphenyl)propyl)-1,3,4-oxadiazol-2(3H)-one